(1R,3S)-3-(dibenzylamino)cyclopentyl (R)-3,3,3-trifluoro-2-methoxy-2-phenylpropanoate FC([C@](C(=O)O[C@H]1C[C@H](CC1)N(CC1=CC=CC=C1)CC1=CC=CC=C1)(C1=CC=CC=C1)OC)(F)F